3-(5-methylpyridazin-4-yl)-1H-pyrazol-5-amine CC=1C(=CN=NC1)C1=NNC(=C1)N